FC(C=1C(=C(C=CC1)C(C)NN1C=C(O[C@@H](C1)CCC)C)F)F (R)-4-((1-(3-(difluoromethyl)-2-fluorophenyl)ethyl)amino)-2-methyl-6-propyl-6H-[1,4]oxazin